C(C)(C)(C)C1=CC(=NN1C)N1C(C(=C(C1=O)C)Cl)O 1-(5-tert-butyl-1-methyl-pyrazol-3-yl)-3-chloro-2-hydroxy-4-methyl-2H-pyrrol-5-one